tert-butyl 3-(4-(9-methyl-6-morpholino-8-(pyridin-4-yl)-9H-purin-2-yl)pyrimidin-2-yl)piperidine-1-carboxylate CN1C2=NC(=NC(=C2N=C1C1=CC=NC=C1)N1CCOCC1)C1=NC(=NC=C1)C1CN(CCC1)C(=O)OC(C)(C)C